4-(2,5-dichlorophenyl)-2-pyrazinylimidazole ClC1=C(C=C(C=C1)Cl)C=1N=C(NC1)C1=NC=CN=C1